Cl.COC1=CC=C(CNN)C=C1 (4-methoxybenzyl)hydrazine hydrochloride